[Ir](Cl)(Cl)Cl.O.O.O.[Ir](Cl)(Cl)Cl iridium trichloride trihydrate iridium trichloride